(R)-N-(2,2,2-trifluoro-1-(4-fluorophenyl)ethyl)imidazo[1,2-a]pyrazine-6-sulfonamide FC([C@@H](C1=CC=C(C=C1)F)NS(=O)(=O)C=1N=CC=2N(C1)C=CN2)(F)F